NC=1C(=C(C(=CC1)F)C=1C=CC=2N(C1)C=NC2C(=O)[O-])C 6-(3-amino-6-fluoro-2-methylphenyl)imidazo[1,5-a]pyridine-1-carboxylate